13,15-DIMETHYLHEPTACOSAN CC(CCCCCCCCCCCC)CC(CCCCCCCCCCCC)C